BrC=1C2=C(C(=NC1)Cl)OCO2 7-bromo-4-chloro-[1,3]Dioxolano[4,5-c]Pyridine